2,5-dimethyl-2,5-bis-2-ethylhexanoyl-peroxyhexane CC(C(=O)OOCCCCCC)(CCC(C)(CC)C)CC